3-(3-(4,5-dimethoxy-2-((2,2,2-trifluoroethoxy)methyl)phenyl)-4-oxothiazolidin-2-ylidene)urea COC1=CC(=C(C=C1OC)N1C(SCC1=O)=NC(N)=O)COCC(F)(F)F